styrenesulfonic acid-acrylamide C(C=C)(=O)N.C(=CC1=CC=CC=C1)S(=O)(=O)O